CC(CCO)CCC(\C(=C\C)\C)O (E)-3,7-dimethylnon-7-ene-1,6-diol